3-[(7-{8-methyl-1H,2H,3H-pyrido[2,3-b][1,4]oxazin-7-yl}-5H,6H,7H,8H-pyrido[3,4-d]pyrimidin-2-yl)amino]-5,6,7,8-tetrahydroquinolin-6-ol CC1=C(C=NC=2OCCNC21)N2CC=1N=C(N=CC1CC2)NC=2C=NC=1CCC(CC1C2)O